(4-aminophenyl)-2-methyl-7-(4-((6-methylpyridin-2-yl)oxy)phenyl)-1,2,3,4-tetrahydropyrrolo[1,2-a]pyrazine-8-carbonitrile NC1=CC=C(C=C1)C1C=2N(CCN1C)C=C(C2C#N)C2=CC=C(C=C2)OC2=NC(=CC=C2)C